C#CC#C Diacetylene